C(C)(C)(C)OC(=O)N1C\C(\CCC1)=C/C#N (3Z)-3-(cyanomethylene)piperidine-1-carboxylic acid tert-butyl ester